OC(CCCCCCCCCCCCCCCCCCCCCCC(=O)O)CCC(CCC)O 24,27-Dihydroxytriacontanoic acid